N1=C(N=CC=C1)C1=NC(=NO1)C1=C(C(=O)O)C=CC=C1 (5-(pyrimidin-2-yl)-1,2,4-oxadiazol-3-yl)benzoic acid